OC1=C(N=C(N(C1=O)C)C1CN(CCC1)C(C1=CC(=CC=C1)OC)=O)C(=O)NC=1C=NOC1 5-hydroxy-N-(isoxazol-4-yl)-2-(1-(3-methoxybenzoyl)piperidin-3-yl)-1-methyl-6-oxo-1,6-dihydropyrimidine-4-carboxamide